C(C)OCCCCCN1C=[N+](C=C1)CCCCCOCC 1,3-bis(5-ethoxypentyl)imidazolium